CC1(CCC(CC1)C)N1CCC(CC1)C(=O)N (1,4-dimethylcyclohexyl)piperidine-4-carboxamide